7-(6-{bis[(4-methoxyphenyl)methyl]amino}-4-methyl-3-(trifluoromethyl)pyridin-2-yl)-8-methyl-4-[(2R)-2-methylazetidin-1-yl]-2-(methylsulfanyl)pyrano[4,3-d]pyrimidin-5-one COC1=CC=C(C=C1)CN(C1=CC(=C(C(=N1)C1=C(C=2N=C(N=C(C2C(O1)=O)N1[C@@H](CC1)C)SC)C)C(F)(F)F)C)CC1=CC=C(C=C1)OC